ClC1=NC(=NC(=N1)C1=CC2=C(SC3=C2C=CC=C3)C=C1)C1=CC=CC=C1 2-chloro-4-(dibenzothiophen-2-yl)-6-phenyl-1,3,5-triazine